oxazolo-[4,5-b]pyridine O1C=NC2=NC=CC=C21